C(C)(C)(C)N1[Si](N([SiH2]1)C(C)(C)C)(C)Cl 1,3-bis(tert-butyl)-2-chloro-2-methylcyclodisilazane